ClC1=NC=CC2=C1C(=CN2[C@H]2C(COC2)=O)C2=CC(=CC(=C2)OC2=NC=C(N=C2)C(F)(F)F)C (4R)-4-[4-chloro-3-(3-methyl-5-{[5-(trifluoromethyl)pyrazin-2-yl]oxy}phenyl)-1H-pyrrolo[3,2-c]pyridin-1-yl]oxolan-3-one